C(C)(C)(C)OC(=O)N1C[C@@H]2CN(C([C@@H]2C1)=O)CC1=C(C=CC=C1N1N=CC=N1)F (3as,6as)-5-(2-fluoro-6-(2H-1,2,3-triazol-2-yl)benzyl)-4-oxo-hexahydropyrrolo[3,4-c]pyrrole-2(1H)-carboxylic acid tert-butyl ester